2,5-dioctyl-1,4-diiodobenzene C(CCCCCCC)C1=C(C=C(C(=C1)I)CCCCCCCC)I